N-Octylpyrrolidinium methansulfonat CS(=O)(=O)[O-].C(CCCCCCC)[NH+]1CCCC1